ClC=1C=C(C=CC1)C1=NC2=C(N1C(C(=O)NC1CCCCC1)C1CCCCC1)C=C(C(=C2)F)F 2-[2-(3-chloro-phenyl)-5,6-difluoro-benzimidazol-1-yl]-2,N-dicyclohexyl-acetamide